CC1=NOC(=C1C=1C=C(OC2=C(C=C(C=C2C)NC(=O)N)C)C=C(C1)C)C 1-(4-(3-(3,5-dimethylisoxazol-4-yl)-5-methylphenoxy)-3,5-dimethylphenyl)urea